(S)-2-(2-isopropylphenyl)pyrrolidine Hydrochloride Cl.C(C)(C)C1=C(C=CC=C1)[C@H]1NCCC1